(3R,4R)-1-(4-(8-((2R,3S)-3-(ethylsulfonylmethyl)-2-methylazetidin-1-yl)-5-isopropylisoquinolin-3-ylamino)pyrimidin-2-yl)-4-methoxypiperidin-3-ol C(C)S(=O)(=O)C[C@@H]1[C@H](N(C1)C=1C=CC(=C2C=C(N=CC12)NC1=NC(=NC=C1)N1C[C@H]([C@@H](CC1)OC)O)C(C)C)C